BrC=1C(=C(C=CC1)N1CCN(CC1)C(=O)OC(C)(C)C)CNC1C(NC(CC1)=O)=O tert-butyl 4-[3-bromo-2-[[(2,6-dioxo-3-piperidyl)amino]methyl]phenyl]piperazine-1-carboxylate